7-bromo-6-fluoro-2-methyl-2,9-dihydro-1H-spiro[8-oxa-2,4,10a-triazanaphtho[2,1,8-cde]azulene-10,1-cyclopropane]-1-one BrC1=C(C=C2N=CC=3N(C(N4C3C2=C1OCC41CC1)=O)C)F